2-oxo-2-[(2R,5S)-5-methyl-2-tetrahydropyran-4-yl-1-piperidyl]acetamide O=C(C(=O)N)N1[C@H](CC[C@@H](C1)C)C1CCOCC1